1-(tert-butyl)-N-(2-((4-(6-(3-methoxy-3-methylbut-1-yn-1-yl)pyridin-2-yl)thiazol-2-yl)amino)-2-oxoethyl)-1H-pyrrole-3-carboxamide C(C)(C)(C)N1C=C(C=C1)C(=O)NCC(=O)NC=1SC=C(N1)C1=NC(=CC=C1)C#CC(C)(C)OC